FC(C1=C(C=C2CCCN(C2=C1)C(=O)OC(C)(C)C)N(C(C)=O)C)F tert-butyl 7-(difluoromethyl)-6-(N-methylacetamido)-3,4-dihydroquinoline-1(2H)-carboxylate